6,6'-([1,1'-biphenyl]-3-ylazanediyl)bis(2-methyl-N-(quinolin-8-yl)benzamide) C1(=CC(=CC=C1)N(C1=CC=CC(=C1C(=O)NC=1C=CC=C2C=CC=NC12)C)C1=CC=CC(=C1C(=O)NC=1C=CC=C2C=CC=NC12)C)C1=CC=CC=C1